(5-(4-fluorophenyl)-3-(1-methyl-1H-1,2,3-triazol-4-yl)pyridin-2-yl)methanamine FC1=CC=C(C=C1)C=1C=C(C(=NC1)CN)C=1N=NN(C1)C